[Si](C)(C)(C(C)(C)C)OC1CCN(CC1)CC(=O)NC1=C(SC=C1C)C(=O)OC methyl 3-(2-(4-((tert-butyldimethylsilyl)oxy)piperidin-1-yl)acetamido)-4-methylthiophene-2-carboxylate